BrC(C=1C=C(C=C)C=C(C1)C(Br)(Br)Br)(Br)Br 3,5-bis(tribromomethyl)styrene